[La].[Pb].[Ti] titanium Lead lanthanum